FC1=CC=CC(=N1)NS(=O)(=O)C=1C=NC(=C(C1)C)OC1CCN(CC1)[C@H](C)C1=CC=CC=C1 (R)-N-(6-fluoropyridin-2-yl)-5-methyl-6-((1-(1-phenylethyl)piperidin-4-yl)oxy)pyridine-3-sulfonamide